C(C)NC(O[C@@H]1CC[C@H](CC1)C(N(C[C@@H]1CC[C@H](CC1)C1=CC(=C(C=C1)OC)C)C1=CC(=CC=C1)C=1C=NN(C1)C1CC1)=O)=O trans-4-((3-(1-Cyclopropyl-1H-pyrazol-4-yl)phenyl)((trans-4-(4-methoxy-3-methylphenyl)cyclohexyl)methyl)carbamoyl)cyclohexyl ethylcarbamate